tert-butyl (2,2-difluoro-3-(5-fluoropyridin-2-yl)-3-hydroxypropyl)carbamate FC(CNC(OC(C)(C)C)=O)(C(O)C1=NC=C(C=C1)F)F